N-(5-((6-((R)-3-(3-cyanophenyl)isoxazolidine-2-yl)pyrimidine-4-yl)amino)-4-methoxy-2-(4-(oxetane-3-yl)piperazine-1-yl)phenyl)acrylamide C(#N)C=1C=C(C=CC1)[C@@H]1N(OCC1)C1=CC(=NC=N1)NC=1C(=CC(=C(C1)NC(C=C)=O)N1CCN(CC1)C1COC1)OC